furan-2-yl-boronic acid O1C(=CC=C1)B(O)O